(6-chloro-2-isopropyl-pyrimidin-4-yl)-(4-(3,4-dihydro-isoquinolin-2(1H)-yl)piperidin-1-yl)methanone ClC1=CC(=NC(=N1)C(C)C)C(=O)N1CCC(CC1)N1CC2=CC=CC=C2CC1